Tetrahydroxyethyl-ethylenediamine OC(C(O)(O)O)NCCN